CC1(COC1)COCOCOCC1(COC1)C bis((3-methyl-3-oxetanylmethoxy) methyl) ether